C(C)(C)(C)OC(=O)NC12CC(C1)(C2)C(=O)[O-] 3-{[(tert-butoxy)carbonyl]amino}bicyclo[1.1.1]pentane-1-carboxylate